FC(CN(C1=NC=2N(C3=CC=CC(=C13)F)C(=NN2)C)C2=CC(=CC(=C2)C#CC2(COC2)C)F)F N-(2,2-difluoroethyl)-6-fluoro-N-(3-fluoro-5-((3-methyloxetan-3-yl)ethynyl)phenyl)-1-methyl-[1,2,4]triazolo[4,3-a]quinazolin-5-amine